C(=O)(O)[C@H](C)NCCOC1=C(C=C(C=C1)C=1C(=C(C=CC1)C1=C(C(=CC=C1)COC1=CC(=C(CN[C@@H](C)C(=O)O)C=C1Cl)OCC=1C=NC=C(C1)C#N)C)C)[N+](=O)[O-] (4-((4''-(2-(((S)-1-carboxyethyl)amino)ethoxy)-2,2'-dimethyl-3''-nitro-[1,1':3',1''-terphenyl]-3-yl)methoxy)-5-chloro-2-((5-cyanopyridin-3-yl)methoxy)benzyl)-L-alanine